(S)-8-(5-chloro-3-fluoropyridin-2-yl)-2-(2,2-difluoroethyl)-5-(1-(4-(trifluoromethyl)phenyl)ethyl)-2,5,8-triazaspiro[3.5]nonane-6,9-dione ClC=1C=C(C(=NC1)N1CC(N(C2(CN(C2)CC(F)F)C1=O)[C@@H](C)C1=CC=C(C=C1)C(F)(F)F)=O)F